FC(C(F)(F)F)(C(C(C(C(F)(F)F)(F)F)(F)F)(F)F)O perfluorobutyl-ethyl alcohol